(2-(3-(4-cyanobenzyl)-4-methyl-2-oxo-2H-chromen-7-yloxy)ethoxy)-3-(benzenesulfonyl)-1,2,5-oxadiazol-2-oxide C(#N)C1=CC=C(CC=2C(OC3=CC(=CC=C3C2C)OCCOC=2C(=[N+](ON2)[O-])S(=O)(=O)C2=CC=CC=C2)=O)C=C1